1,2,3-decanetriol C(C(C(CCCCCCC)O)O)O